CC=1C=C(C=CC1S(=O)(=O)C)C1=NC=CC2=C1C=NN2 4-(3-methyl-4-(methylsulfonyl)phenyl)-1H-pyrazolo[4,3-c]Pyridine